N-(3-((2-((4-(4-methylpiperazin-1-yl)phenyl)amino)-5-(pyrrolidin-1-yl)-7H-pyrrolo[2,3-d]pyrimidin-4-yl)oxy)phenyl)acrylamide CN1CCN(CC1)C1=CC=C(C=C1)NC=1N=C(C2=C(N1)NC=C2N2CCCC2)OC=2C=C(C=CC2)NC(C=C)=O